fluoro-N-(3-methoxy-4-(4-methylpiperazin-1-yl)phenyl)-4-(1-isopropyl-1H-pyrazol-4-yl)pyrimidin-2-amine FC=1C(=NC(=NC1)NC1=CC(=C(C=C1)N1CCN(CC1)C)OC)C=1C=NN(C1)C(C)C